4-aminovaleric acid NC(CCC(=O)O)C